O=C1CCCC(C1)C(=O)[O-] 5-oxocyclohexane-1-carboxylate